FC(C=1C=CC(=NC1)NC1CCN(CC1)S(=O)(=O)C1=CC=C(C=C1)C=1C=C2C=C(NC2=CC1)C(=O)N)(F)F 5-(4-((4-((5-(trifluoromethyl)pyridin-2-yl)amino)piperidin-1-yl)sulfonyl)phenyl)-1H-indole-2-carboxamide